COCCOCOC1=C(C(=CC(=C1)CCCCC)OCOCCOC)C1=CC(=CC=C1)C 2,6-bis((2-methoxyethoxy)methoxy)-3'-methyl-4-pentyl-1,1'-biphenyl